NC=1C2=C(N=C(N1)F)N(C(=C2C2=NC=CC=N2)C2=CCC1(CCN(CC1)C(C=C)=O)CC2)C 1-(9-(4-amino-2-fluoro-7-methyl-5-(pyrimidin-2-yl)-7H-pyrrolo[2,3-d]pyrimidin-6-yl)-3-azaspiro[5.5]undec-8-en-3-yl)prop-2-en-1-one